(2S,3S)-((ethoxycarbonyl)oxy)methyl 3-((5-fluoro-2-(2-fluoro-5H-pyrrolo[2,3-b]pyrazin-7-yl)-6-(thiophen-2-yl)pyrimidin-4-yl)amino)bicyclo[2.2.2]octane-2-carboxylate FC=1C(=NC(=NC1C=1SC=CC1)C1=CNC2=NC=C(N=C21)F)N[C@@H]2[C@H](C1CCC2CC1)C(=O)OCOC(=O)OCC